COCCN1[C@H](CCC1)COC1=C(N(N=C1)C)C1=CC=2N(C=C1)N=C(C2)NC(=O)C2CC2 N-[5-[4-[[(2R)-1-(2-methoxyethyl)pyrrolidin-2-yl]methoxy]-2-methyl-pyrazol-3-yl]pyrazolo[1,5-a]pyridin-2-yl]cyclopropanecarboxamide